C(C)OC(CC1=C(C=C(C=C1)CNC(=O)OCC)OCC=1C=C(C2=C(C=CO2)C1)Br)=O 2-(2-((7-bromobenzofuran-5-yl)methoxy)-4-((ethoxycarbonylamino)methyl)phenyl)acetic acid ethyl ester